N(=[N+]=[N-])C(CCN)CC 3-azidopentane-1-amine